oxazolidinyl-thiazolidine O1C(NCC1)C1SCCN1